2-(2,6-dioxopiperidin-3-yl)-5-((2-(4-(4-(5-(2-fluoro-6-methoxyphenyl)-1H-pyrazolo[4,3-d]pyrimidin-3-yl)phenyl)piperazin-1-yl)-2-oxoethyl)amino)isoindoline-1,3-dione O=C1NC(CCC1N1C(C2=CC=C(C=C2C1=O)NCC(=O)N1CCN(CC1)C1=CC=C(C=C1)C1=NNC2=C1N=C(N=C2)C2=C(C=CC=C2OC)F)=O)=O